6-hydroxy-1-((cis)-3-hydroxy-3-methyl-cyclobutyl)-8-(trifluoromethyl)-3,4-dihydroquinazolin-2-one OC=1C=C2CNC(N(C2=C(C1)C(F)(F)F)C1CC(C1)(C)O)=O